OC(CC)(C=1SC=CC1)C1=CC=C(C#N)C=C1 4-(1-hydroxy-1-(thiophen-2-yl)propyl)benzonitrile